8-fluoro-7-(3-(methoxymethoxy)-8-((triisopropylsilyl)ethynyl)naphthalen-1-yl)-2-((tetrahydro-1H-pyrrolizin-7a(5H)-yl)methoxy)-4-(2-(trimethylsilyl)ethoxy)pyrido[4,3-d]-pyrimidine FC1=C(N=CC2=C1N=C(N=C2OCC[Si](C)(C)C)OCC21CCCN1CCC2)C2=CC(=CC1=CC=CC(=C21)C#C[Si](C(C)C)(C(C)C)C(C)C)OCOC